6-(4-Chloro-2,5-difluorophenyl)-3-cyclopropyl-4-oxo-4,5-dihydropyrazolo[1,5-a]pyrazine-2-carboxylic acid ClC1=CC(=C(C=C1F)C=1NC(C=2N(C1)N=C(C2C2CC2)C(=O)O)=O)F